(2S)-N-[(2-aminoquinolin-7-yl)methyl]-N-(2-methanesulfonylphenyl)oxolane-2-carboxamide NC1=NC2=CC(=CC=C2C=C1)CN(C(=O)[C@H]1OCCC1)C1=C(C=CC=C1)S(=O)(=O)C